C(C)(=O)OC1O[C@@H](C[C@H]1[C@H](C)OC(C)=O)[C@H](CC)O[Si](C1=CC=CC=C1)(C1=CC=CC=C1)C(C)(C)C [(3S,5S)-3-[(1S)-1-acetoxyethyl]-5-[(1S)-1-[tert-butyl(diphenyl)silyl]oxypropyl]tetrahydrofuran-2-yl] acetate